OC1CC2(C1)CC1(CCN(CC1)C(=O)OC(C)(C)C)C2 tert-butyl 2-hydroxy-9-azadispiro[3.1.56.14]dodecane-9-carboxylate